FC1=CC(=C(C(=C1)C=1C=NC=CC1)NC(=O)NS(=O)(=O)C1=NN(C=C1)C(C)C)C(C)C N-((4-fluoro-2-isopropyl-6-(pyridin-3-yl)phenyl)carbamoyl)-1-isopropyl-1H-pyrazole-3-sulfonamide